C(C1=CC=CC=C1)OC1=NOC=C1 3-benzyloxyisoxazole